tert-butyl 4-(4-((8,9-dihydroimidazo[1',2':1,6]pyrido[2,3-d]pyrimidin-2-yl)amino)-3-fluorophenyl)piperazine-1-carboxylate N1=C(N=CC2=C1N1C(C=C2)=NCC1)NC1=C(C=C(C=C1)N1CCN(CC1)C(=O)OC(C)(C)C)F